COC([C@@H](CC(C)C)OS(=O)(=O)C1=CC=C(C=C1)[N+](=O)[O-])=O (R)-4-Methyl-2-(((4-nitrophenyl)sulfonyl)oxy)pentanoic acid methyl ester